COC=1C=C(C=CC1C)NC(=O)C1CCC(CC1)N1C(NC2=CC(=CC(=C2C1)C)N1CC2(COC2)C1)=O (1s,4s)-N-(3-Methoxy-4-methylphenyl)-4-(5-methyl-2-oxo-7-(2-oxa-6-azaspiro[3.3]heptan-6-yl)-1,2-dihydroquinazolin-3(4H)-yl)cyclohexanecarboxamide